C1(CC1)OC=1C(=C(C=CC1)C1=CC=2C=NN(C(C2CC1)=O)C1=NC=C(C=N1)C)C 6-(3-cyclopropoxy-2-methylphenyl)-2-(5-methylpyrimidin-2-yl)-7,8-dihydro-phthalazin-1(2H)-one